pinacol boron isopropoxide CC([O-])C.[B+3].OC(C)(C)C(C)(C)O.CC([O-])C.CC([O-])C